[N+](=O)([O-])C1=CC=C(C=C1)N1CCC12COC2 1-(4-nitrophenyl)-6-oxa-1-azaspiro[3.3]Heptane